indium trimethylamine CN(C)C.[In]